FC1=CC=C(C=C1)N1C(C(=C(C=C1)C)C(=O)N)=O 1-(4-fluoro-phenyl)-4-methyl-2-oxo-1,2-dihydropyridin-3-carboxamide